N1(CCC1)C=1C=C(C=CC1)N1C(=C2C(N(N=CC2=C1C)C1=CC(=NC=C1)C)=O)C 6-(3-(azetidin-1-yl)phenyl)-5,7-dimethyl-2-(2-methylpyridin-4-yl)-2,6-dihydro-1H-pyrrolo[3,4-d]pyridazin-1-one